OCC1=CC(=C(O[C@@H]2O[C@@H](CCC2)C(=O)OC)C=C1)[N+](=O)[O-] (2S,3R,4S,5S,6S)-2-(4-(Hydroxymethyl)-2-nitrophenoxy)-6-(methoxycarbonyl)tetrahydro-2H-pyran